4-{4H,5H,6H,7H-pyrazolo[1,5-a]pyrazine-3-carbonyl}-8-oxa-4-azaspiro[2.6]nonane hydrochloride Cl.N1=CC(=C2N1CCNC2)C(=O)N2C1(CC1)COCCC2